BrCC1=C([C@@H](N=C(N1)C=1SC=CN1)C1=C(C=C(C=C1)F)C)C(=O)[O-] (S)-6-(bromomethyl)-4-(4-fluoro-2-methylphenyl)-2-(thiazol-2-yl)-1,4-Dihydropyrimidine-5-carboxylate